l-Malat C([C@@H](O)CC(=O)[O-])(=O)[O-]